(E)-2-(benzylamino)-1-methylcyclopentanol C(C1=CC=CC=C1)NC1C(CCC1)(O)C